2-bromo-6-(trifluoromethyl)pyrazine BrC1=NC(=CN=C1)C(F)(F)F